N1(CN(CN(C1)N)N)N 1,3,5-s-triazinetriamine